ClC=1N=C(C2=C(N1)N(C=C2)COCC[Si](C)(C)C)C=2CC(C=O)(C=CC2)[2H] 3-(2-Chloro-7-((2-(trimethylsilyl)ethoxy)methyl)-7H-pyrrolo[2,3-d]pyrimidin-4-yl)benzaldehyde-1-d